BrC=1N=C(N(C1)C)C1=CC=CC=C1 4-bromo-1-methyl-2-phenyl-1H-imidazole